N1=NC=C2N1C=C(C=C2)C#N triazolo[1,5-a]pyridine-6-carbonitrile